FC1=C2C(NC(N(C2=CC(=C1)C(F)(F)F)C1=CC=CC=C1)=O)=O 5-fluoro-1-phenyl-7-(trifluoromethyl)quinazoline-2,4(1H,3H)-dione